β-d-galactopyranose O[C@H]1[C@H](O)[C@@H](O)[C@@H](O)[C@H](O1)CO